distearylcitric acid C(CCCCCCCCCCCCCCCCC)C(C(=O)O)(C(O)(C(=O)O)CC(=O)O)CCCCCCCCCCCCCCCCCC